C(C)(C)(C)OC(=O)N1C(OC[C@H]1[C@@H](CCCC(=O)N(C)OC)CC1CCC1)(C)C.FC1=CC=C2CCC(C2=C1)C(=O)C1=CC=CC=C1 (6-fluoro-2,3-dihydro-1H-inden-1-yl)(phenyl)methanone tert-butyl-(4R)-4-[(1S)-1-(cyclobutylmethyl)-5-[methoxy(methyl)amino]-5-oxo-pentyl]-2,2-dimethyl-oxazolidine-3-carboxylate